C(C(C)C)N1C=[N+](C\2=C1C(C1=CC=CC=C1/C2=N/O)=O)C (Z)-1-isobutyl-4-(Hydroxyimino)-3-methyl-9-oxo-4,9-dihydro-1H-naphtho[2,3-d]imidazole-3-ium